FC1=CC(=C(C(=C1)C)NC1=C(C(=O)O)C=CC(=C1)C(F)(F)F)C 2-((4-fluoro-2,6-dimethylphenyl)-amino)-4-(trifluoromethyl)benzoic acid